6-(4-isopropyl-3-(5-(6-(oxetan-3-yl)-2,6-diazaspiro[3.3]heptan-2-yl)pyridin-2-yl)-1H-pyrazol-5-yl)-8-methoxy-[1,2,4]triazolo[1,5-a]pyridine C(C)(C)C=1C(=NNC1C=1C=C(C=2N(C1)N=CN2)OC)C2=NC=C(C=C2)N2CC1(C2)CN(C1)C1COC1